N-[(1S)-1-(dicyclopropylmethyl)-2-[4-(3,5-dimethyl-1H-pyrazol-4-yl)anilino]-2-oxo-ethyl]-2-[(1-methylazetidin-3-yl)methyl]pyrazole-3-carboxamide C1(CC1)C([C@@H](C(=O)NC1=CC=C(C=C1)C=1C(=NNC1C)C)NC(=O)C=1N(N=CC1)CC1CN(C1)C)C1CC1